O=C1N(CC2=CC(=CC=C12)O[C@@H]1[C@H](CCCC1)N1CC(C1)C1CCNCC1)C1C(NC(CC1)=O)=O 3-(1-oxo-5-(((1S,2S)-2-(3-(piperidin-4-yl)azetidin-1-yl)cyclohexyl)oxy)isoindolin-2-yl)piperidine-2,6-dione